N-[rac-(4S,5R)-7-ethyl-3-methyl-4-[3-[2-(morpholinomethyl)prop-2-enoylamino]phenyl]-6-oxo-1-phenyl-4,5-dihydropyrazolo[3,4-b]pyridin-5-yl]-4-(trifluoromethyl)pyrimidine-2-carboxamide C(C)N1C2=C([C@@H]([C@H](C1=O)NC(=O)C1=NC=CC(=N1)C(F)(F)F)C1=CC(=CC=C1)NC(C(=C)CN1CCOCC1)=O)C(=NN2C2=CC=CC=C2)C |r|